3-fluoro-2-hydroxy-5-(4-(6-(pyrrolidin-1-yl)pyridin-3-yl)piperazine-1-carbonyl)benzaldehyde FC=1C(=C(C=O)C=C(C1)C(=O)N1CCN(CC1)C=1C=NC(=CC1)N1CCCC1)O